C(C)(C)NC=1C2=C(N=C(N1)C1=CC=CC=C1)NC=C2 N-isopropyl-2-phenyl-7H-pyrrolo[2,3-d]Pyrimidine-4-amine